C(C)S(=O)(=O)C1=CC=C(C=C1)[C@H](COC(NC)=O)NC(OCC1=CC=CC=C1)=O benzyl (R)-(1-(4-(ethylsulfonyl)phenyl)-2-(methylcarbamoyloxy)ethyl)carbamate